4-hexa-ene CCCC=CC